C1(=CC(=CC=C1)OC1=CC=C(C=C1)C=1N=C(N2C1C=NC=C2)[C@H]2N(CCC2)C(C=C)=O)C (S)-1-(2-(1-(4-(m-tolyloxy)phenyl)imidazo[1,5-a]pyrazin-3-yl)pyrrolidin-1-yl)prop-2-en-1-one